C(C=C)N(C1=CC=C2C=CC(=CC2=C1)O)C 7-(allyl-(methyl)amino)naphthalen-2-ol